6-[4-[(R)-amino(5-chloro-2-hydroxy-4-methylphenyl)methyl]piperidine-1-carbonyl]-3H-1,3-benzoxazol-2-one N[C@H](C1CCN(CC1)C(=O)C1=CC2=C(NC(O2)=O)C=C1)C1=C(C=C(C(=C1)Cl)C)O